(2S,4R)-4-Hydroxy-1-((S)-2-(4-(4-(6-(2-hydroxyphenyl)pyridazin-4-yl)phenoxy)butanamido)-3,3-dimethylbutanoyl)-N-((S)-1-(4-(4-methylthiazol-5-yl)phenyl)ethyl)pyrrolidine-2-carboxamide O[C@@H]1C[C@H](N(C1)C([C@H](C(C)(C)C)NC(CCCOC1=CC=C(C=C1)C1=CN=NC(=C1)C1=C(C=CC=C1)O)=O)=O)C(=O)N[C@@H](C)C1=CC=C(C=C1)C1=C(N=CS1)C